C(C)(C)(C)OC(=O)N1CCC(=CC1)C1=CCC(CC1)C(=O)O 4-(1-(tert-butoxycarbonyl)-1,2,3,6-tetrahydropyridin-4-yl)cyclohex-3-ene-1-carboxylic acid